(S)-2-(4-bromo-2-(isoxazol-3-yl)phenoxy)propionic acid BrC1=CC(=C(O[C@H](C(=O)O)C)C=C1)C1=NOC=C1